N=1C=CN2C1C=C(C=C2)CO[C@@H](C(=O)N[C@@H](C)C2=CC=C(C(=O)O)C=C2)C(C)C 4-((S)-1-((R)-2-(imidazo[1,2-a]pyridin-7-ylmethoxy)-3-methylbutanoylamino)ethyl)benzoic acid